5-methyl-2-((6-methylbenzo[d][1,3]dioxol-5-yl)amino)-8-(tetrahydro-2H-pyran-4-yl)pyrido[2,3-d]pyrimidin-7(8H)-one CC1=CC(N(C=2N=C(N=CC21)NC2=CC1=C(OCO1)C=C2C)C2CCOCC2)=O